5-methoxy-2-(trifluoromethyl)quinazoline COC1=C2C=NC(=NC2=CC=C1)C(F)(F)F